COC1=C(C=CC(=C1)OC)CNC1=NC=CC(=C1F)OC=1C(=C(C=NC1)N)C 5-[(2-{[(2,4-dimethoxyphenyl)methyl]amino}-3-fluoropyridin-4-yl)oxy]-4-methylpyridin-3-amine